N-(5-(Cyclohexylmethoxy)-2-methoxyphenyl)-1-methyl-5-oxopyrrolidine-2-carboxamide C1(CCCCC1)COC=1C=CC(=C(C1)NC(=O)C1N(C(CC1)=O)C)OC